N1C=NC2=C1C=CC(=C2)N2C=C(C(C1=CC(=C(C=C21)N2[C@H](CCC2)COC2=NC=CC=C2)F)=O)C(=O)O (R)-1-(1H-benzo[d]imidazol-5-yl)-6-fluoro-4-oxo-7-(2-((pyridin-2-yloxy)methyl)pyrrolidin-1-yl)-1,4-dihydroquinoline-3-carboxylic acid